C(C)(C)(C)OC(CN1N=C(C2=CC(=CC(=C12)CC=C)OC)C(C)=O)=O.BrC(C(=O)NC1=C(C=CC=C1)OC)=C 2-bromo-N-(2-methoxyphenyl)propenamide tert-Butyl-2-[3-acetyl-5-methoxy-7-(prop-2-en-1-yl)indazol-1-yl]acetate